CC1CCC(=NC1)C=1C=C(C=CC1)C1CCN(CC1)C(C)=O 1-(4-(3-(5-methyl-3,4,5,6-tetrahydropyridin-2-yl)phenyl)piperidin-1-yl)ethanone